CN(C(CCCCCCCCC(C(C(=O)OC)CCCCCCCC(=O)N(C)C)=O)=O)C methyl 12-(dimethylamino)-2-(8-(dimethylamino)-8-oxo octyl)-3,12-dioxododecanoate